C1(CC1)C1=C(C(=NO1)C=1C(=NC=CC1)C(F)(F)F)C1=CC2(C1)CCN(CC2)C=2C=C1C=CC=NC1=CC2 6-(2-(5-Cyclopropyl-3-(2-(trifluoromethyl)pyridin-3-yl)isoxazol-4-yl)-7-azaspiro[3.5]non-1-en-7-yl)chinolin